C(C1=CC=CC=C1)OC=1C=C2CCN(C(C2=CC1OC)\C=C\C1=CC2=C(OCO2)C=C1C)CCC#N 3-[6-benzyloxy-7-methoxy-1-[(E)-2-(6-methyl-1,3-benzodioxol-5-yl)vinyl]-3,4-dihydro-1H-isoquinolin-2-yl]propanenitrile